C(C1=CC=CC=C1)OC1=NC(=CC=C1C1=CC=C(C2=C1CCO2)CO)OCC2=CC=CC=C2 (4-(2,6-bis(benzyloxy)pyridin-3-yl)-2,3-dihydrobenzofuran-7-yl)methanol